methyl 2-bromo-6-methylbenzoate BrC1=C(C(=O)OC)C(=CC=C1)C